3-(5-((7-(3-Azabicyclo[3.1.0]hexane-3-yl)heptyl)amino)-2-methyl-4-oxoquinazoline-3(4H)-yl)piperidine-2,6-dione C12CN(CC2C1)CCCCCCCNC1=C2C(N(C(=NC2=CC=C1)C)C1C(NC(CC1)=O)=O)=O